CC1(CC(C1)N1C(N([C@@H](C1)C#N)C1=CN=CC2=CC=CC=C12)=O)C (S)-1-(3,3-dimethylcyclobutyl)-3-(isoquinolin-4-yl)-2-oxoimidazolidine-4-carbonitrile